6-bromo-5-methoxythiazolo[4,5-b]pyrazin-2(3H)-thione BrC=1N=C2C(=NC1OC)NC(S2)=S